Methoxy-8-(2-methyl-propane-1-sulfonyl)-1-thiophen-3-yl-1,4-dihydro-chromeno[4,3-c]pyrazole-3-carboxylic acid COC1OC=2C=CC(=CC2C=2N(N=C(C21)C(=O)O)C2=CSC=C2)S(=O)(=O)CC(C)C